ClC1=CC2=C(C=C3N2C(=NN(C3=O)CC(=O)NC3CC2(COC2)C3)C(C)C)S1 2-(2-Chloro-5-isopropyl-8-oxothieno[2',3':4,5]pyrrolo[1,2-d][1,2,4]triazin-7(8H)-yl)-N-(2-oxaspiro[3.3]heptan-6-yl)acetamide